1-(8-fluoro-3,3-dimethyl-2,3-dihydro-[1,4]dioxino[2,3-b]pyridin-6-yl)ethan-1-ol FC1=C2C(=NC(=C1)C(C)O)OC(CO2)(C)C